COC=1C=C(C(=O)N2[C@@H](CCC2)C(=O)NC2=CC=C(C=C2)OC)C=CC1N1C=NC(=C1)C (S)-1-(3-methoxy-4-(4-methyl-1H-imidazol-1-yl)benzoyl)-N-(4-methoxyphenyl)pyrrolidine-2-carboxamide